COC(C1=CC(=CC(=C1)S(=O)(=O)C)CO)=O.ClCC=1C=C(C(=O)OC)C=C(C1)S(=O)(=O)C Methyl 3-(chloromethyl)-5-(methylsulfonyl)benzoate Methyl-3-(hydroxymethyl)-5-(methylsulfonyl)benzoate